ClC=1C=C(C=C2C(=C(C=NC12)C#N)N[C@H](CC)C1=CC=CC=C1)NC([2H])(C=1N=NNC1)C=1C(=NC=CC1)C 8-chloro-6-(((2-methylpyridin-3-yl)(1H-1,2,3-triazol-4-yl)methyl-d)amino)-4-(((R)-1-phenylpropyl)amino)quinoline-3-carbonitrile